4-(1H-1,2,3-Triazol-5-yl)butanoic acid N1N=NC=C1CCCC(=O)O